BrC=1C=CC=2N(C1)C(=NN2)CN(C(OC(C)(C)C)=O)C tert-butyl ((6-bromo-[1,2,4]triazolo[4,3-a]pyridin-3-yl)methyl)(methyl)carbamate